C(C)N1C=NC2=CC=C(C=C2C1=O)[N+](=O)[O-] 3-ethyl-6-nitroquinazolin-4(3H)-one